(R)-1-(4-(1-(N,N-dimethyl)aminoethyl)phenyl)-4-chloro-2-hydroxy-6(5H)-phenanthridinone hydrochloride Cl.CN(C)[C@H](C)C1=CC=C(C=C1)C1=C(C=C(C=2NC(C3=CC=CC=C3C12)=O)Cl)O